2-(4-chloro-2-fluorophenyl)-5-(1H-pyrrolo[2,3-b]pyridin-4-yl)-1-{[2-(trimethylsilyl)ethoxy]methyl}-1H-pyrrole-3-carboxamide ClC1=CC(=C(C=C1)C=1N(C(=CC1C(=O)N)C1=C2C(=NC=C1)NC=C2)COCC[Si](C)(C)C)F